C(C)OC(CN(C(CCC(=O)OCC)(C)C)C(C(F)(F)F)=O)=O Ethyl 4-[(2-ethoxy-2-oxo-ethyl)-(2,2,2-trifluoroacetyl)amino]-4-methyl-pentanoate